(9H-fluoren-9-yl)methyl((10S,13S)-10,14-dimethyl-1,6,9,12-tetraoxo-3-oxa-5,8,11-triazapentadecan-13-yl)carbamate C1=CC=CC=2C3=CC=CC=C3C(C12)OC(N([C@H](C(N[C@H](C(NCC(NCOCC=O)=O)=O)C)=O)C(C)C)C)=O